6-methoxy-2-(2-methoxyethyl)-2H-indazole-5-carboxylic acid methyl ester COC(=O)C1=CC2=CN(N=C2C=C1OC)CCOC